vinylbenzyl 2-(1-(4-chlorobenzoyl)-5-methoxy-2-methyl-1H-indol-3-yl)acetate ClC1=CC=C(C(=O)N2C(=C(C3=CC(=CC=C23)OC)CC(=O)OC(C2=CC=CC=C2)C=C)C)C=C1